5-[[[2-(2-Aminoethoxy)acetyl]amino]methyl]-N-[4-[4-(3,5-dichlorophenyl)piperazin-1-yl]sulfonylphenyl]-2-[methyl(methylsulfonyl)amino]benzamide trifluoroacetate FC(C(=O)O)(F)F.NCCOCC(=O)NCC=1C=CC(=C(C(=O)NC2=CC=C(C=C2)S(=O)(=O)N2CCN(CC2)C2=CC(=CC(=C2)Cl)Cl)C1)N(S(=O)(=O)C)C